ClC1=C2C=C(C=NC2=NC(=C1)C1=CC2=CN(N=C2C=C1OCOC)C)N1CCN(CC1)C(=O)OC(C)(C)C tert-butyl 4-{5-chloro-7-[6-(methoxymethoxy)-2-methylindazol-5-yl]-1,8-naphthyridin-3-yl}piperazine-1-carboxylate